CN1N=NN=C1N1CCC(CC1)C(C)OC=1SC2=NC(=CC=C2N1)C1=CC=C(C=C1)S(=O)(=O)C 2-(1-(1-(1-methyl-1H-tetrazol-5-yl)piperidin-4-yl)ethoxy)-5-(4-(methylsulfonyl)phenyl)thiazolo[5,4-b]pyridine